tert-hexyl peroxide (2-ethylhexanoate) C(C)C(C(=O)O)CCCC.C(C)(C)(CCC)OOC(C)(C)CCC